CN(C1=NC=2N(C3=CC(=CC=C13)C=1NC=CC1)C=NN2)C2=CC=CC=C2 N-methyl-N-phenyl-8-(1H-Pyrrol-2-yl)-[1,2,4]triazolo[4,3-a]quinazolin-5-amine